(2S,4R)-N-(2-anilino-1,1-dimethyl-2-oxo-ethyl)-1-[(2S)-2-(4-cyclopropyltriazol-1-yl)-3,3-dimethyl-butanoyl]-4-hydroxy-pyrrolidine-2-carboxamide N(C1=CC=CC=C1)C(C(C)(C)NC(=O)[C@H]1N(C[C@@H](C1)O)C([C@H](C(C)(C)C)N1N=NC(=C1)C1CC1)=O)=O